(S)-N-((3S,4R)-1-(imidazo[1,5-a]pyridine-8-carbonyl)-4-neopentylpiperidin-3-yl)-3,3-dimethyl-2-(2,2,2-trifluoroacetamido)butanamide C=1N=CN2C1C(=CC=C2)C(=O)N2C[C@H]([C@@H](CC2)CC(C)(C)C)NC([C@H](C(C)(C)C)NC(C(F)(F)F)=O)=O